ClC1=CC=C2C(=CNC2=C1F)S(=O)(=O)NC1=NC(=C(C=C1F)F)OC 6-chloro-N-(3,5-difluoro-6-methoxypyridin-2-yl)-7-fluoro-1H-indole-3-sulfonamide